N-(2-Methoxy-6-methyl-5,6,7,8-tetrahydro-1,6-naphthyridin-3-yl)-8-morpholinoquinazolin-2-amine COC1=NC=2CCN(CC2C=C1NC1=NC2=C(C=CC=C2C=N1)N1CCOCC1)C